FC1=C(C=CC(=C1F)OC\C=C/CO)C=1C(CCNN1)C 6-{2,3-difluoro-4-[(Z)-4-hydroxy-2-butenyloxy]Phenyl}-5-methyl-4,5-dihydro-2H-pyridazine